sodium 2-phosphonobutane-1,2,4-tricarboxylic acid P(=O)(O)(O)C(CC(=O)O)(CCC(=O)O)C(=O)O.[Na]